COC1=C(C(=CC=C1)OC)S(=O)(=O)NC1=NOC=2C1=C1OCCCC1=C(C2)CC2=NC=CC=C2 2,6-dimethoxy-N-(5-(pyridin-2-ylmethyl)-3,4-dihydro-2H-chromeno[8,7-d]isoxazol-9-yl)benzenesulfonamide